(7s)-N8-[(4-aminophenyl)methyl]-N6-(1-ethylpropyl)-3-isopropyl-[1,2,4]triazolo[4,3-b]pyridazine-6,8-diamine NC1=CC=C(C=C1)CNC=1C=2N(N=C(C1)NC(CC)CC)C(=NN2)C(C)C